1-((4-chlorobenzyl)oxy)-2,5-difluoro-4-nitrobenzene ClC1=CC=C(COC2=C(C=C(C(=C2)F)[N+](=O)[O-])F)C=C1